CC1CCC(CC1)C(COC)(COC)CCC1=CC=CC=C1 2-(4-methylcyclohexyl)-2-(phenethyl)-1,3-dimethoxypropane